2-(3,5-dichloro-4-hydroxyphenyl)hydrazine ClC=1C=C(C=C(C1O)Cl)NN